ZINC Lead [Pb].[Zn]